C(C)C1=CC2=C(CCOC23CCN(CC3)CC3CCC(NC3)C(=O)O)S1 5-[(2-Ethyl-spiro[6,7-dihydrothieno[3,2-c]pyran-4,4'-piperidin]-1'-yl)methyl]piperidine-2-carboxylic acid